BrC=1N(C=C(N1)C#N)C(CO)C=1N=C2N(C=C(C=C2)C2CC2)C1 2-bromo-1-(1-(6-cyclopropylimidazo[1,2-a]pyridin-2-yl)-2-hydroxyethyl)-1H-imidazole-4-carbonitrile